CC(CO)(CN1N=CC(=C1)C=1N=C(C=2N(C1)N=CC2)C=2C=NN(C2)C(CC)CC)O 2-methyl-3-(4-(4-(1-(pentan-3-yl)-1H-pyrazol-4-yl)pyrazolo[1,5-a]pyrazin-6-yl)-1H-pyrazol-1-yl)propane-1,2-diol